C(#N)N=C(NC1=CC(=C(C=C1)Cl)Cl)N1[C@H]2CC[C@@H]1CC=1C(=NC=CC12)F (5S,8R)-N'-cyano-N-(3,4-dichlorophenyl)-1-fluoro-6,7,8,9-tetrahydro-5H-5,8-epiminocyclohepta[c]pyridine-10-carboximidamide